FC1CC(N(C1)C(=O)C1CC(NCC1)=O)C(=O)NC(C1=CC=C(C=C1)C(C)C)C1=CC=CC=C1 4-fluoro-1-(2-oxopiperidine-4-carbonyl)-N-{phenyl-[4-(prop-2-yl)phenyl]methyl}pyrrolidine-2-carboxamide